methyl (S)-4-nitro-5-((oxetan-2-ylmethyl)amino)thiophene-2-carboxylate [N+](=O)([O-])C=1C=C(SC1NC[C@H]1OCC1)C(=O)OC